2-(cyclopropylmethylamino)pyrimidin-5-ylboronic acid C1(CC1)CNC1=NC=C(C=N1)B(O)O